BrCC1(C(C(CC1)C1=CC=C(C=C1)F)(O)CN1N=CN=C1)C 2-(bromomethyl)-5-(4-fluorophenyl)-2-methyl-1-(1H-1,2,4-triazol-1-ylmethyl)cyclopentan-1-ol